3-(bis(2-hydroxyethyl)amino)propanoic acid OCCN(CCC(=O)O)CCO